1-methyl-2'-(2-phenylquinolin-7-yl)-5',6'-dihydro-4'H-spiro[piperidine-4,7'-pyrazolo[1,5-a]pyrimidine]-3'-carboxamide CN1CCC2(CCNC=3N2N=C(C3C(=O)N)C3=CC=C2C=CC(=NC2=C3)C3=CC=CC=C3)CC1